C1(=CC=CC=C1)C(=C(C1=CC=CC=C1)C1=CC=CC=C1)C1=CC=C(C=C1)C1=CC=C(C2=NSN=C21)C2=CC=C(C=C2)C(=C(C2=CC=CC=C2)C2=CC=CC=C2)C2=CC=CC=C2 4,7-bis[4-(1,2,2-triphenylvinyl)phenyl]benzo-2,1,3-thiadiazole